1-[(1E)-2-(3,5-dimethoxyphenyl)ethenyl]-2,4-dimethoxy-benzen COC=1C=C(C=C(C1)OC)/C=C/C1=C(C=C(C=C1)OC)OC